2-Phenyl-4-(3,5-dichlorophenyl)imidazole C1(=CC=CC=C1)C=1NC=C(N1)C1=CC(=CC(=C1)Cl)Cl